Cl.FC(C=1C=C2C(=CNC2=CC1)N)F 5-(difluoromethyl)-1H-indol-3-amine hydrogen chloride